COC=1C=C(COC(=O)NC=2C=CC=C3CC[C@H](OC23)C(=O)O)C=CC1 (S)-8-((((3-methoxybenzyl)oxy)carbonyl)amino)chromane-2-carboxylic acid